ClC1=CC(=C(C=C1)C=1C=2N(C(=NN1)N[C@H]1CN(CCC1)C)C=NC2)OC 1-(4-chloro-2-methoxyphenyl)-N-[(3R)-1-methylpiperidin-3-yl]imidazo[1,5-d][1,2,4]triazin-4-amine